2-(6-{5-chloro-2-[(oxacyclohex-4-yl)amino]pyrimidin-4-yl}-1-oxo-2,3-dihydro-1H-isoindol-2-yl)-N-{[(1S,2R)-2-hydroxycyclohexyl]methyl}acetamide ClC=1C(=NC(=NC1)NC1CCOCC1)C1=CC=C2CN(C(C2=C1)=O)CC(=O)NC[C@H]1[C@@H](CCCC1)O